ClC=1C=C(C=C(C1OC=1C=C2CCN(C(C2=CC1)=O)C1=CC=C(C=C1)C)Cl)N1N=C(C(NC1=O)=O)C#N 2-(3,5-dichloro-4-((1-oxo-2-(p-tolyl)-1,2,3,4-tetrahydroisoquinolin-6-yl)oxy)phenyl)-3,5-dioxo-2,3,4,5-tetrahydro-1,2,4-triazine-6-carbonitrile